N-(1-((3-chloro-4-methylphenyl)amino)isoquinolin-7-yl)-4-(piperidin-1-yl)butanamide ClC=1C=C(C=CC1C)NC1=NC=CC2=CC=C(C=C12)NC(CCCN1CCCCC1)=O